(1R,2S,5S)-N-[2-amino-2-oxo-1-(2-oxo-1H-quinolin-4-yl)ethyl]-3-[(2S)-3,3-dimethyl-2-[(2,2,2-trifluoroacetyl)amino]butanoyl]-6,6-dimethyl-3-azabicyclo[3.1.0]hexane-2-carboxamide NC(C(C1=CC(NC2=CC=CC=C12)=O)NC(=O)[C@@H]1[C@H]2C([C@H]2CN1C([C@H](C(C)(C)C)NC(C(F)(F)F)=O)=O)(C)C)=O